3-(4-(4-trifluoromethoxyphenoxy)phenyl)-2-methyl-1,7-naphthyrid-4(1H)-one FC(OC1=CC=C(OC2=CC=C(C=C2)C2=C(NC3=CN=CC=C3C2=O)C)C=C1)(F)F